BrC1=C(C(=O)OC)C=C(C(=C1)C(F)F)Cl methyl 2-bromo-5-chloro-4-(difluoromethyl)-benzoate